FC1=C(CN2C=NN(C2=O)C2=CC(=C(OC3=C(N=C(S3)C)C(=O)N)C=C2)F)C(=CC=C1)F (4-(4-(2,6-difluorobenzyl)-5-oxo-4,5-dihydro-1H-1,2,4-triazol-1-yl)-2-fluorophenoxy)-2-methylthiazole-4-carboxamide